(E)-4-bromo-2,2',3,3',5,5',6,6'-octafluoro-4''-(prop-1-en-1-yl)-1,1':4',1''-terphenyl BrC1=C(C(=C(C(=C1F)F)C1=C(C(=C(C(=C1F)F)C1=CC=C(C=C1)\C=C\C)F)F)F)F